FC(C=1C=NC2=C(OCCC3N2CCNC3)N1)(F)F 3-(trifluoromethyl)-6,7,7a,8,10,11-hexahydro-9H-dipyrazino[2,3-b:1',2'-d][1,4]oxazepin